CC(C)(C)[O-].[K+].BrC1=CC2=CN(N=C2C=C1OC)C1CCC2(COCC(N2)=O)CC1 9-(5-Bromo-6-methoxy-2H-indazol-2-yl)-4-oxa-1-azaspiro[5.5]undecan-2-one Potassium tert-butoxide